FC(C1=NC=C(C(=C1)C1=CC(=NC=C1C(=O)NC1=NC(=NS1)N1CC2N(C(C1)C2)C)N2C(C(=CC=C2)F)=O)OC)F 2''-(difluoromethyl)-3-fluoro-5''-methoxy-N-(3-(6-methyl-3,6-diazabicyclo[3.1.1]heptan-3-yl)-1,2,4-thiadiazol-5-yl)-2-oxo-2H-[1,2':4',4''-terpyridin]-5'-carboxamide